2,9-bis(1,3,4,6,7,8-hexahydro-2H-pyrimido[1,2-a]pyrimidin-1-yl)-1,10-phenanthroline N1(C=2N(CCC1)CCCN2)C2=NC1=C3N=C(C=CC3=CC=C1C=C2)N2C=1N(CCC2)CCCN1